C(OC(C(C)C)Cl)(SCC)=O O-(1-chloro-2-methylpropyl) S-ethyl thiocarbonate